N=1C=NN2C1C=C(C=C2)OC2=C(C=C(C=C2)NC2=NC=NN1C2=C(C=C1)C=1C=NN(C1)CCN)C N-(4-([1,2,4]triazolo[1,5-a]pyridin-7-yloxy)-3-methylphenyl)-5-(1-(2-aminoethyl)-1H-pyrazol-4-yl)pyrrolo[2,1-f][1,2,4]triazin-4-amine